3-(6-oxo-1'-(3-(pyridin-4-yl)benzyl)-6,8-dihydro-2H,7H-spiro[furo[2,3-e]isoindole-3,4'-piperidin]-7-yl)piperidine-2,6-dione O=C1N(CC2=C3C(=CC=C12)C1(CCN(CC1)CC1=CC(=CC=C1)C1=CC=NC=C1)CO3)C3C(NC(CC3)=O)=O